FC(C=1C=CC(=NC1)CNN1C=CC=2C1=NC=CC2)(F)F N-((5-(trifluoromethyl)pyridin-2-yl)methyl)-1H-pyrrolo[2,3-b]pyridin-1-amine